C1(=CC=CC2=CC=CC=C12)C=1C(N(C(C1)=O)CC1CCOCC1)=O 3-(naphthalen-1-yl)-1-((tetrahydro-2H-pyran-4-yl)methyl)-1H-pyrrole-2,5-dione